6-fluoro-5-(1-(2-fluorophenyl)ethyl)-3-(((1-methyl-1H-indazol-5-yl)methyl)amino)-4H-benzo[e][1,2,4]thiadiazine 1,1-dioxide FC=1C=CC2=C(NC(=NS2(=O)=O)NCC=2C=C3C=NN(C3=CC2)C)C1C(C)C1=C(C=CC=C1)F